(Z)-3-(4-bromophenyl)-N,N-dimethyl-3-(pyridin-3-yl)prop-2-en-1-amine BrC1=CC=C(C=C1)/C(=C/CN(C)C)/C=1C=NC=CC1